(R)-2-(1,1-bis(2-chlorophenyl)propan-2-yl)-5-hydroxy-N-(isoxazol-4-yl)-1-methyl-6-oxo-1,6-dihydropyrimidine-4-carboxamide ClC1=C(C=CC=C1)C([C@@H](C)C=1N(C(C(=C(N1)C(=O)NC=1C=NOC1)O)=O)C)C1=C(C=CC=C1)Cl